2-(7-methoxy-2,3-dihydro-benzo[1,4]dioxin-6-yl)-ethylamine hydrochloride Cl.COC=1C(=CC2=C(OCCO2)C1)CCN